FC1=C(C=C(C=C1)OCCC)C1=CC=C(C(=N1)OC1=C(C=C(C=C1C)C)C)C(=O)NS(=O)(=O)C=1C(NC=CC1)=O 6-(2-Fluoro-5-propoxyphenyl)-N-[(2-oxo-1H-pyridin-3-yl)sulfonyl]-2-(2,4,6-trimethylphenoxy)pyridin-3-carboxamid